N-(1-phenylethyl)-2-naphthylamine C1(=CC=CC=C1)C(C)NC1=CC2=CC=CC=C2C=C1